3-[methyl-[6-[3-(o-tolyl)prop-2-ynoyloxy]-2-pyridyl]amino]propanoate CN(CCC(=O)[O-])C1=NC(=CC=C1)OC(C#CC1=C(C=CC=C1)C)=O